(E)-N'-(3,5-dimethoxybenzylidene)-5-(4-isopropoxyphenyl)nicotinohydrazide COC=1C=C(\C=N\NC(C2=CN=CC(=C2)C2=CC=C(C=C2)OC(C)C)=O)C=C(C1)OC